Oxetan-3-yl (E)-2-cyano-3-(1-(3-(trifluoromethyl)benzyl)-1H-pyrrolo[2,3-b]pyridin-3-yl)acrylate C(#N)/C(/C(=O)OC1COC1)=C\C1=CN(C2=NC=CC=C21)CC2=CC(=CC=C2)C(F)(F)F